chloro-7-methoxy-3-(1H-pyrazol-4-yl)-2-(5-(trifluoromethyl)-4H-1,2,4-triazol-3-yl)-1H-indole ClN1C(=C(C2=CC=CC(=C12)OC)C=1C=NNC1)C1=NN=C(N1)C(F)(F)F